2-(Thiophen-3-ylethynyl)benzonitrile S1C=C(C=C1)C#CC1=C(C#N)C=CC=C1